BrC1=C(C2=C(NC3=C(C=C(C(=C23)F)F)N(C(OC(C)(C)C)=O)C)N=C1)Cl tert-butyl (3-bromo-4-chloro-5,6-difluoro-9H-pyrido[2,3-b]indol-8-yl)(methyl)carbamate